(R)-6-chloro-N-(3-chloro-4-fluorophenyl)-5-(2-((1-(3-methyl-1,2,4-oxadiazol-5-yl)ethyl)amino)-2-oxoacetyl)-2,3-dihydro-1H-pyrrolizine-7-carboxamide ClC1=C(N2CCCC2=C1C(=O)NC1=CC(=C(C=C1)F)Cl)C(C(=O)N[C@H](C)C1=NC(=NO1)C)=O